ethyl 3-[6-(3-ethoxy-3-oxopropanoyl)-1,3,5,7-tetraoxo-1,2,3,5,6,7-hexahydro-s-indacen-2-yl]-3-oxopropanoate C(C)OC(CC(=O)C1C(C=2C=C3C(C(C(C3=CC2C1=O)=O)C(CC(=O)OCC)=O)=O)=O)=O